C1(=CC=CC=C1)C1=NOC(=C1)C(=O)NC(C)C 3-phenyl-N-(prop-2-yl)-1,2-oxazol-5-carboxamide